ClC1=C(C(=CC=C1)Cl)N1N=C(C=CC1=O)C(=O)NC1=C(C2=C(N(C(=N2)C)C)C=C1)N1C[C@H](CC1)NC(OC(C)(C)C)=O tert-butyl (S)-(1-(5-(1-(2,6-dichlorophenyl)-6-oxo-1,6-dihydropyridazine-3-carboxamido)-1,2-dimethyl-1H-benzo[d]imidazol-4-yl)pyrrolidin-3-yl)carbamate